6-(3,5-difluoroanilino)-3-methoxy-N-[(3-methyltetrahydrofuran-3-yl)methyl]pyrazine-2-carboxamide FC=1C=C(NC2=CN=C(C(=N2)C(=O)NCC2(COCC2)C)OC)C=C(C1)F